NC=1C=CC(=C(C1)S(=O)(=O)NCCC1=NC=CC=C1)C(F)(F)F 5-amino-N-[2-(2-pyridyl)ethyl]-2-(trifluoromethyl)benzenesulfonamide